6-(2,5-Dichloropyrimidin-4-yl)-8-fluoro-2,3-dimethyl-3,4-dihydro-5-oxa-1,2a-diazaacenaphthylene ClC1=NC=C(C(=N1)C1=C2OCC(N3C(=NC(C(=C1)F)=C32)C)C)Cl